CCCCC/C=C\CCCCCCCC(=O)O[C@H](COC(=O)CC/C=C\C/C=C\C/C=C\C/C=C\C/C=C\C/C=C\CC)COP(=O)(O)OC[C@@H](C(=O)O)N 1-(4Z,7Z,10Z,13Z,16Z,19Z-docosahexaenoyl)-2-(9Z-pentadecenoyl)-glycero-3-phosphoserine